(±)-tert-butyl 5-(8-chloro-3-(trans-2-cyanocyclopropanecarboxamido)isoquinolin-6-yl)-4-methylpyridin-3-ylcarbamate ClC=1C=C(C=C2C=C(N=CC12)NC(=O)[C@H]1[C@@H](C1)C#N)C=1C(=C(C=NC1)NC(OC(C)(C)C)=O)C |r|